F[P-](F)(F)(F)(F)F.C=[N+]1N=[N+](C2=NC=CC=C21)[O-] methylene-1H-1,2,3-triazolo[4,5-b]pyridinium 3-oxid hexafluorophosphate